FC1=C(C#N)C=CC(=C1)N1CCN(CC1)C(CCC=1NC(C2=CC(=CC=C2C1)F)=O)=O 2-fluoro-4-(4-(3-(7-fluoro-1-oxo-1,2-dihydroisoquinolin-3-yl)propanoyl)piperazin-1-yl)benzonitrile